BrC1=NN(C(=C1)CNC=1C=NC=CC1)C1OCCCC1 N-((3-bromo-1-(tetrahydro-2H-pyran-2-yl)-1H-pyrazol-5-yl)methyl)pyridin-3-amine